Methyl 3-(benzyloxy)-6-(5-(3-((tert-butoxycarbonyl)amino)piperidin-1-yl)pent-1-yn-1-yl)picolinate C(C1=CC=CC=C1)OC=1C(=NC(=CC1)C#CCCCN1CC(CCC1)NC(=O)OC(C)(C)C)C(=O)OC